OC[C@H]1CN(CCC1)C=1N=CC2=C(N1)C=CN=C2 ((R)-3-(hydroxymethyl)piperidin-1-yl)pyrido[4,3-d]pyrimidin